O=C1NC(CCC1N1C(N(C2=C1C=CC=C2N2CCN(CC2)C2CCN(CC2)C(=O)OC(C)(C)C)C)=O)=O tert-butyl 4-{4-[1-(2,6-dioxopiperidin-3-yl)-3-methyl-2-oxo-1,3-benzodiazol-4-yl]piperazin-1-yl}piperidine-1-carboxylate